FC(C1=NN(C(=C1)C)CC(=O)N1CCC(CC1)C1=CC(=NC=C1)C(=O)NC1CCCC2=CC=CC=C12)F 4-[1-[2-[3-difluoromethyl-5-methylpyrazol-1-yl]acetyl]-4-piperidinyl]-N-tetrahydronaphthalene-1-yl-pyridine-2-carboxamide